6-bromo-2,2-difluoro-6,7-dihydro-2H,5H-indeno[5,6-d][1,3]dioxol-5-ol BrC1C(C2=CC3=C(OC(O3)(F)F)C=C2C1)O